C(N)(=O)C(CN1C(C=2C=CC3=C(C2C1)C=C(C=C3)C(=O)NC3=CC(=CC=C3)Cl)=O)=C 2-(2-carbamoyl-2-methylideneethyl)-N-(3-chlorophenyl)-3-oxo-1H,2H,3H-benzo[e]isoindole-8-carboxamide